N-methyl-N-(4-methyl-5-sulfamoylthiazol-2-yl)-2-(4-(pyridin-2-yl)phenyl)acetamide hemiethane-1,2-disulphonate salt C(CS(=O)(=O)O)S(=O)(=O)O.CN(C(CC1=CC=C(C=C1)C1=NC=CC=C1)=O)C=1SC(=C(N1)C)S(N)(=O)=O.CN(C(CC1=CC=C(C=C1)C1=NC=CC=C1)=O)C=1SC(=C(N1)C)S(N)(=O)=O